1-[(3S*,4R*)-4-(4-benzyloxy-2,6-difluorophenyl)-2-oxopyrrolidin-3-yl]-3-phenylurea C(C1=CC=CC=C1)OC1=CC(=C(C(=C1)F)[C@H]1[C@@H](C(NC1)=O)NC(=O)NC1=CC=CC=C1)F |o1:15,16|